N1(CCC2NCCCC21)C(CNC(C2=CC(=CC=C2)C(F)(F)F)=O)=O N-(2-{octahydro-1H-pyrrolo[3,2-b]pyridin-1-yl}-2-oxoethyl)-3-(trifluoromethyl)benzamide